tert-butyl ((6-((3-bromo-2-methylphenyl)carbamoyl)pyridin-3-yl)methyl)(2-methoxyethyl)carbamate BrC=1C(=C(C=CC1)NC(=O)C1=CC=C(C=N1)CN(C(OC(C)(C)C)=O)CCOC)C